pyrrolo[1,2-b]pyridazine-4-amine N=1N2C(C(=CC1)N)=CC=C2